ClC1=CC=C(C(=N1)CC)NC(C(C)(C)C)=O N-(6-chloro-2-ethylpyridin-3-yl)pivalamide